tert-butyl 6-[7-[4-fluoro-2-(2-methoxyethoxy) phenyl]-6-[6-(prop-2-enylamino)-1H-benzoimidazol-2-yl] thieno[3,2-c]pyridin-4-yl]-3,4-dihydro-1H-isoquinoline-2-carboxylate FC1=CC(=C(C=C1)C=1C2=C(C(=NC1C1=NC3=C(N1)C=C(C=C3)NCC=C)C=3C=C1CCN(CC1=CC3)C(=O)OC(C)(C)C)C=CS2)OCCOC